3-cyclopropyl-6-fluoro-8-(1-hydroxyethyl)-2-tetrahydropyran-4-yl-quinazolin-4-one C1(CC1)N1C(=NC2=C(C=C(C=C2C1=O)F)C(C)O)C1CCOCC1